OC1=C(C=C(C=C1C(C)(C)C)SC(C)(C)SC1=CC(=C(OC(CCC(=O)O)=O)C(=C1)C(C)(C)C)C(C)(C)C)C(C)(C)C 4-[4-[2-(4-hydroxy-3,5-di-tert-butylphenyl)sulfanylpropan-2-ylsulfanyl]-2,6-di-tert-butylphenoxy]-4-oxo-butanoic acid